cyclopropyl-(2-pyridyl)methanone C1(CC1)C(=O)C1=NC=CC=C1